5-(4-(1-(4-(4-amino-3-(4-phenoxyphenyl)-1H-pyrazolo[3,4-d]pyrimidin-1-yl)piperidine-1-carbonyl)azetidin-3-yl)piperazin-1-yl)-2-(2,6-dioxopiperidin-3-yl)isoindoline-1,3-dione NC1=C2C(=NC=N1)N(N=C2C2=CC=C(C=C2)OC2=CC=CC=C2)C2CCN(CC2)C(=O)N2CC(C2)N2CCN(CC2)C=2C=C1C(N(C(C1=CC2)=O)C2C(NC(CC2)=O)=O)=O